ClC=1C=C(C=NC1Cl)B(O)O (5,6-dichloropyridin-3-yl)boronic acid